NC1=C(C2=C(S1)C(=CC=C2C=2C1=C(C=3C=NC(=NC3C2Cl)OC[C@]23CCCN3CC(C2)=C)COC1)F)C#N 2-Amino-4-((S)-5-chloro-3-(((S)-2-methylidenetetrahydro-1H-pyrrolizin-7a(5H)-yl)methoxy)-7,9-dihydrofuro[3,4-f]quinazolin-6-yl)-7-fluorobenzo[b]thiophene-3-carbonitrile